OC=1N(N=C2CCC(CC12)CNCC1=CC=C(C#N)C=C1)C1=NC=CC=C1 4-{[(3-hydroxy-2-(pyridin-2-yl)-4,5,6,7-tetrahydro-2H-indazol-5-yl)methylamino]methyl}benzonitrile